N1(CCN(CCNCCNCC1)C(=O)[O-])C(=O)[O-] 1,4,7,10-tetraazacyclododecane-1,4-dicarboxylate